COC(C1=CC(=C(C=C1)NC1=CC2=C(NC(N2)=O)C=C1)[N+](=O)[O-])=O 3-nitro-4-[(2-oxo-1,3-dihydro-benzimidazol-5-yl)amino]benzoic acid methyl ester